3-(6-(1-(trans-3-(aminomethyl)cyclobutyl)-3-cyclopropyl-1H-pyrazol-4-yl)-1H-pyrazolo[4,3-c]pyridin-1-yl)cyclobutan-1-ol octyl-dodecanoate myristate C(CCCCCCCCCCCCC)(=O)O.C(CCCCCCC)C(C(=O)O)CCCCCCCCCC.NC[C@@H]1C[C@H](C1)N1N=C(C(=C1)C1=CC2=C(C=N1)C=NN2C2CC(C2)O)C2CC2